3-[(3-aminophenyl)methyl]-7-(pyrazin-2-yloxy)-3,4-dihydro-2H-1,3-benzoxazin-2-one NC=1C=C(C=CC1)CN1C(OC2=C(C1)C=CC(=C2)OC2=NC=CN=C2)=O